C(C)C1=C(C(=CC=C1)CC)N1N=C2C(CN(CC2)C2=NC=C(C=N2)C(F)(F)F)=C1C1=C2C=NNC2=C(C(=C1)F)OC 2-(2,6-diethylphenyl)-3-(6-fluoro-7-methoxy-1H-indazol-4-yl)-5-(5-(trifluoromethyl)pyrimidin-2-yl)-4,5,6,7-tetrahydro-2H-pyrazolo[4,3-c]pyridine